1-(3'-(2-(3-amino-3-methylpiperidin-1-yl)pyridin-4-yl)-3-chloro-5'-fluoro-2'-hydroxy-[1,1'-biphenyl]-4-yl)-3-methyl-1H-imidazol-2(3H)-one NC1(CN(CCC1)C1=NC=CC(=C1)C=1C(=C(C=C(C1)F)C1=CC(=C(C=C1)N1C(N(C=C1)C)=O)Cl)O)C